2-(4-((R)-3-Methylmorpholinyl)-2-(1H-pyrrolo[2,3-b]pyridin-4-yl)thieno[3,2-d]pyrimidine-7-yl)-2-methanesulfonyl-acetonitrile C[C@H]1N(CCOC1)C=1C2=C(N=C(N1)C1=C3C(=NC=C1)NC=C3)C(=CS2)C(C#N)S(=O)(=O)C